The molecule is a 1-acyl-2-linoleoyl-sn-glycero-3-phosphocholine where the 1-O-acyl group is specified as palmitoyl and the linoleoyl group has (14)C labels at the C-1 position. It has a role as an epitope. It is a 1-acyl-2-linoleoyl-sn-glycero-3-phosphocholine and a (14)C-modified compound. CCCCCCCCCCCCCCCC(=O)OC[C@H](COP(=O)(O)OCC[N+](C)(C)C)O[14C](=O)CCCCCCC/C=C\\C/C=C\\CCCCC